[Co+2].[Mn](=O)(=O)([O-])[O-].[Li+].[Ni+2] nickel lithium manganate cobalt